C1(CC1)N1C=C(C=C(C1=O)C=1C(N(N(C1)COCC[Si](C)(C)C)C)=O)C(=O)OC methyl 1-cyclopropyl-5-(2-methyl-3-oxo-1-{[2-(trimethylsilyl) ethoxy] methyl} pyrazol-4-yl)-6-oxopyridine-3-carboxylate